N-cyclopropyl-2-methoxy-4-(5-methyl-4-(2-oxo-2,3-dihydrobenzo[d]oxazol-5-ylamino)pyrimidin-2-ylamino)benzamide C1(CC1)NC(C1=C(C=C(C=C1)NC1=NC=C(C(=N1)NC=1C=CC2=C(NC(O2)=O)C1)C)OC)=O